NC=1C(=NN(C1C(=O)N)C1=CC=C(C=C1)CNC(C1=C(C=CC(=C1)F)OC)=O)C(=C)C(F)(F)F 4-amino-1-(4-((5-fluoro-2-methoxybenzamido)methyl)phenyl)-3-(3,3,3-trifluoroprop-1-en-2-yl)-1H-pyrazole-5-carboxamide